D-Glycero-β-D-manno-heptopyranosyl phosphate P(=O)(O[C@H]1[C@@H](O)[C@@H](O)[C@H](O)[C@H](O1)[C@H](O)CO)([O-])[O-]